cis-7'-(trifluoromethyl)-4',4a',9',9a'-tetrahydro-3'H-spiro[cyclopropane-1,2'-indeno[2,1-b][1,4]oxazin]-3'-one FC(C1=CC=2C[C@@H]3OC4(C(N[C@@H]3C2C=C1)=O)CC4)(F)F